NC1=NC=C(C=C1C=1C=C2CCNC(C2=CC1)=O)C1=CC=C(C=C1)N1C[C@H](OCC1)C (R)-6-(2-amino-5-(4-(2-methylmorpholino)phenyl)pyridin-3-yl)-3,4-dihydroisoquinolin-1(2H)-one